C(#N)C=1C=CC2=CN(N=C2C1OC1CCN(CC1)CC(=O)O)CC1=C2C=CNC2=C(C=C1S(=O)(=O)C)C 2-(4-((6-cyano-2-((7-methyl-5-(methylsulfonyl)-1H-indol-4-yl)methyl)-2H-indazol-7-yl)oxy)piperidin-1-yl)acetic acid